N1C=NC=C1C1=C(N=C2N1C=CC=N2)C2=NC(=NN2COC(=O)OCCC(=O)O)C(F)(F)F 3-{[{{5-[3-(1H-imidazol-5-yl)imidazo[1,2-a]pyrimidin-2-yl]-3-(trifluoromethyl)-1H-1,2,4-triazol-1-yl}methoxy}carbonyl]oxy}propanoic acid